2-(2-bromo-4-fluorophenyl)-2-oxoacetic acid methyl ester COC(C(=O)C1=C(C=C(C=C1)F)Br)=O